6-bromo-4-[3-[2-(1-piperidyl)ethoxy]pyrrolidin-1-yl]pyrrolo[2,1-f][1,2,4]triazine BrC=1C=C2C(=NC=NN2C1)N1CC(CC1)OCCN1CCCCC1